NC=1C2=C(C(NN1)=O)N(N=C2C2=CC=C(CNC(C1=C(N=CC(=C1)F)OC)=O)C=C2)C2CCCC2 N-(4-(4-amino-1-cyclopentyl-7-oxo-6,7-dihydro-1H-pyrazolo[3,4-d]pyridazin-3-yl)benzyl)-5-fluoro-2-methoxynicotinamide